C(C=C=C)(=O)N[C@@H](CCCCN)C(=O)O (buta-2,3-dienoyl)-lysine